C(C1=CC=CC=C1)OCCCOC1=C(C=CC(=C1)Br)N1CCOCC1 4-(2-(3-(benzyloxy)propoxy)-4-bromophenyl)morpholine